ClC=1C=NC(=C(C(=O)NC2CCC(CC2)CN2C(N(C3=C2C=CC=C3)C3=CC=NC=C3)=O)C1)C 5-chloro-2-methyl-N-((1r,4r)-4-((2-oxo-3-(pyridin-4-yl)-2,3-dihydro-1H-benzo[d]imidazol-1-yl)methyl)cyclohexyl)nicotinamide